1-(3,4-dichlorophenyl)-3-cyclohexylquinazoline-2,4(1H,3H)-dione ClC=1C=C(C=CC1Cl)N1C(N(C(C2=CC=CC=C12)=O)C1CCCCC1)=O